ClC1=CC(=NC=C1)N1N=CC(=C1)S(=O)(=O)NC=1C=CC=C2C=NN(C12)C([2H])([2H])[2H] 1-(4-chloropyridin-2-yl)-N-(1-(methyl-d3)-1H-indazol-7-yl)-1H-pyrazole-4-sulfonamide